dimethyl 1-(2-aminoethyl)-1H-pyrazole-3,5-dicarboxylate NCCN1N=C(C=C1C(=O)OC)C(=O)OC